5-[2-(3-fluoroazetidin-1-yl)ethyl]-3-methyl-1H-pyridin-2-one FC1CN(C1)CCC=1C=C(C(NC1)=O)C